1-(4-methoxyphenyl)methyl-magnesium chloride COC1=CC=C(C=C1)C[Mg]Cl